NC=1C=2N(C3=CC(=C(C=C3N1)F)C(=O)N(C)C1COC3=C1C=CC(=C3)N3CCC(CC3)=C(F)F)C=NC2 4-amino-N-(6-(4-(difluoromethylene)piperidin-1-yl)-2,3-dihydrobenzofuran-3-yl)-7-fluoro-N-methylimidazo[1,5-a]quinoxaline-8-carboxamide